OC1=C(C(N(C2=NC=CC=C12)CC=O)=O)C(=O)OCC ethyl 4-hydroxy-2-oxo-1-(2-oxoethyl)-1,8-naphthyridine-3-carboxylate